FC1CN(CC1C(C)C)C(=O)NC1=C(C=C(C(=C1)C=1C=C(C=2N(C1)C=CN2)N2CCOCC2)C)F 3-fluoro-N-(2-fluoro-4-methyl-5-(8-morpholinoimidazo[1,2-a]pyridin-6-yl)phenyl)-4-isopropylpyrrolidine-1-carboxamide